L-ornithine L-aspartate N[C@@H](CC(=O)O)C(=O)O.N[C@@H](CCCN)C(=O)O